4-(tributylstannyl)-pyridazine C(CCC)[Sn](C1=CN=NC=C1)(CCCC)CCCC